NC=1C(=NC(=CN1)Br)C(=O)NC1=NC=CC=C1N1CCC(CC1)NC(OC(C)(C)C)=O tert-butyl (1-(2-(3-amino-6-bromopyrazine-2-carboxamido)pyridin-3-yl)piperidin-4-yl)carbamate